2-(2-thienyl)-4H-chromen-4-one S1C(=CC=C1)C=1OC2=CC=CC=C2C(C1)=O